trivinyl-methylsilane C(=C)[Si](C)(C=C)C=C